CC=1N=C2N(N=C(C=C2C)C=2C=C3C=CN(C(C3=C(C2)NC(C)=O)=O)[C@H]2CNCC2)C1 N-[6-(2,8-dimethylimidazo[1,2-b]pyridazin-6-yl)-1-oxo-2-[(3R)-pyrrolidin-3-yl]-8-isoquinolyl]acetamide